FC=1C=C2C(C=C(OC2=CC1)C(=O)NC=1SC(=NN1)C)=O 6-fluoro-N-(5-methyl-1,3,4-thiadiazol-2-yl)-4-oxo-4H-chromene-2-carboxamide